CN(C(CNS(=O)(=O)C=1C=CC2=C(NC=N2)C1)C1=CN(C2=CC=CC=C12)C)C N-(2-(dimethylamino)-2-(1-methyl-1H-indol-3-yl)ethyl)-1H-benzo[d]imidazole-6-sulfonamide